5,6-dihydro-4H-cyclopenta[b]thiophene S1C2=C(C=C1)CCC2